FC1=CC=C(C=C1)C1=NN2C(COC(C2)C)=C1C1=C2C(=NC(=C1)C)NN=C2 2-(4-fluorophenyl)-6-methyl-3-(6-methyl-1H-pyrazolo[3,4-b]pyridin-4-yl)-6,7-dihydro-4H-pyrazolo[5,1-c][1,4]oxazine